CSC1=NN=C(S1)C1=C(OC(C=C1OC1=CC=CC=C1)=O)C(=O)N (5-methylsulfanyl-1,3,4-thiadiazol-2-yl)-6-oxo-4-phenoxy-pyran-2-carboxamide